Tert-butyl 7-(((1r,4r)-4-hydroxy-4-(trifluoromethyl)cyclohexyl)carbamoyl)-4-azaspiro[2.5]octane-4-carboxylate OC1(CCC(CC1)NC(=O)C1CCN(C2(CC2)C1)C(=O)OC(C)(C)C)C(F)(F)F